CN1CCC(CC1)C1=C(N=CS1)C(=O)O 5-(1-methylpiperidin-4-yl)-1,3-thiazole-4-carboxylic acid